5,7-dimethoxy-3-(4-((6-fluoroquinazolin-4-yl)thio)butoxy)-2-(3,4,5-trimethoxyphenyl)-4H-chromen-4-one COC1=C2C(C(=C(OC2=CC(=C1)OC)C1=CC(=C(C(=C1)OC)OC)OC)OCCCCSC1=NC=NC2=CC=C(C=C12)F)=O